BrC1=C(C=2C(N(C1=O)C)=CN(N2)CC#N)N2[C@H](CN([C@@H](C2)C)[C@@H](C)C=2C=C1N=CC=NC1=CC2)C (6-bromo-7-((2S,5R)-2,5-dimethyl-4-((S)-1-(quinoxalin-6-yl)ethyl)piperazin-1-yl)-4-methyl-5-oxo-4,5-dihydro-2H-pyrazolo[4,3-b]pyridin-2-yl)acetonitrile